4,6-Dichloro-7-methoxy-2-methyl-3-(4-(pyridin-4-yl)phenyl)quinoline ClC1=C(C(=NC2=CC(=C(C=C12)Cl)OC)C)C1=CC=C(C=C1)C1=CC=NC=C1